C(=O)(O)C1=C(C(=O)NC=2C=C(C=CC2C(=O)O)C2=CC(=C(C=C2)F)F)C=C(C=C1)C(N=S(=O)(C)C)=O 3-(2-carboxy-5-{[dimethyl(oxo)-λ6-sulfanylidene]carbamoyl}benzamido)-3',4'-difluoro-[1,1'-biphenyl]-4-carboxylic acid